NC1=CC=C(OC=2C=C(C=CC2)NC(=O)NC2=CC(=CC=C2)C(F)(F)F)C=C1 [3-(4-aminophenoxy)phenyl]-N'-[3-(trifluoromethyl)phenyl]urea